2-chloro-4-((3-(tetrahydro-2H-pyran-4-yl)-1H-pyrazol-4-yl)oxy)pyridine tert-butyl-(S)-2-(2-hydroxyethyl)azetidine-1-carboxylate C(C)(C)(C)OC(=O)N1[C@@H](CC1)CCO.ClC1=NC=CC(=C1)OC=1C(=NNC1)C1CCOCC1